tert-butyl 7-((6-(aminomethyl)-5-(4-methyltetrahydro-2H-pyran-4-yl)pyridin-2-yl)amino)-4-(7-fluoroimidazo[1,2-a]pyridin-3-yl)-1-oxoisoindoline-2-carboxylate NCC1=C(C=CC(=N1)NC=1C=CC(=C2CN(C(C12)=O)C(=O)OC(C)(C)C)C1=CN=C2N1C=CC(=C2)F)C2(CCOCC2)C